ethyl 1-(3-(difluoromethoxy) phenyl)-3-ethyl-3-methyl-2-oxoindoline-5-carboxylate FC(OC=1C=C(C=CC1)N1C(C(C2=CC(=CC=C12)C(=O)OCC)(C)CC)=O)F